(6-(2-fluoropropan-2-yl)quinoline-4-carbonyl)glycine FC(C)(C)C=1C=C2C(=CC=NC2=CC1)C(=O)NCC(=O)O